FC1=C(C=CC(=C1)F)S1C[C@@H](CN2C(NC(C3=CC(=CC1=C23)C(F)(F)F)=O)=O)OCCOC (3R)-l-1-(2,4-difluorophenyl)-3-(2-methoxyethoxy)-10-(trifluoromethyl)-3,4-dihydro-2H,6H-[1,4]thiazepino[2,3,4-ij]quinazoline-6,8(7H)-dione